methyl 6-chloro-5-((2-(pyrrolidin-1-yl)ethyl)amino)pyrazine-2-carboxylate ClC1=C(N=CC(=N1)C(=O)OC)NCCN1CCCC1